ClC=1N(C(=C(N1)C1=CC=C(C=C1)Cl)C1=CC(=NC=C1)C(F)F)CC(=O)N1CCC2(CN(C2)C(=O)OC(C)(C)C)CC1 tert-butyl 7-[2-[2-chloro-4-(4-chlorophenyl)-5-[2-(difluoromethyl)-4-pyridinyl] imidazol-1-yl] acetyl]-2,7-diazaspiro[3.5]nonane-2-carboxylate